ClC1=C(C=C(C(=C1)Cl)OCC1=CC(=CC=C1)C#N)NC(=O)N[C@@H](C)C=1N(N=CN1)C1=NC=CC=N1 1-[2,4-dichloro-5-[(3-cyanophenyl)methoxy]phenyl]-3-[(1S)-1-(2-pyrimidin-2-yl-1,2,4-triazol-3-yl)ethyl]urea